N1C(=CC2=CC=CC=C12)C(=O)N1C[C@H](CC1)C(=O)NC1=CC(=C(C(=C1)F)F)F (S)-1-(1H-indole-2-carbonyl)-N-(3,4,5-trifluorophenyl)pyrrolidine-3-carboxamide